((6-(ethyl(4-tert-butyldiphenylsilyloxybutyl)-amino)undecane-1,11-diyl)bis(sulfanediyl))-bis(octane-1,2-diyl) dinonanoate C(CCCCCCCC)(=O)OC(CSCCCCCC(CCCCCSCC(CCCCCC)OC(CCCCCCCC)=O)N(CCCCO[Si](C1=CC=CC=C1)(C1=CC=CC=C1)C(C)(C)C)CC)CCCCCC